CC=1C=C(C=CC1C)C=1NC(C=2N(C1)N=C(C2)C(=O)NC(CCO)C2=CC=C(C=C2)C(F)(F)F)=O 6-(3,4-Dimethylphenyl)-N-[3-hydroxy-1-[4-(trifluoromethyl)phenyl]propyl]-4-oxo-5H-pyrazolo-[1,5-a]pyrazine-2-carboxamide